(E)-2-butenamide C(\C=C\C)(=O)N